C(C)(C)(C)OC(=O)N[C@H](C(=O)O)CCS(=O)(=N)CCCC1CC1 (2S)-2-((tert-butoxycarbonyl)amino)-4-(3-cyclopropylpropylsulfonimidoyl)butanoic acid